C(CCCCCCCCCCCCCCCCCCCCC)C(OP(=O)([O-])O)C[N+](C)(C)C behenyl-phosphocholine